1-bromo-2-(prop-1-en-2-yloxy)benzene BrC1=C(C=CC=C1)OC(=C)C